NS(=O)(=O)CC(=O)O (AMINOSULFONYL)ACETIC ACID